C(C)(C)(C)OC(=O)N1CCC(CC1)N1C(NC=2C1=NC=CC2C)=O 4-(7-methyl-2-oxo-1H-imidazo[4,5-b]pyridin-3-yl)piperidine-1-carboxylic acid tert-butyl ester